(3R)-6-fluoro-1'-[5-methyl-3-(piperidin-1-yl)-1H-pyrazolo[3,4-b]pyrazin-6-yl]-3H-spiro[1-benzofuran-2,4'-piperidin]-3-amine FC1=CC2=C([C@H](C3(CCN(CC3)C3=C(N=C4C(=N3)NN=C4N4CCCCC4)C)O2)N)C=C1